(3'S)-3'-methyl-4',5'-dihydro-3'H-spiro[Cyclopropane-1,2'-pyrido[2,3-f][1,4]oxazepine]-7'-ol hydrochloride Cl.C[C@H]1C2(OC3=C(CN1)N=C(C=C3)O)CC2